C(C)C1(COC(OC1)(C)C)CO 5-ethyl-2,2-dimethyl-1,3-dioxane-5-methanol